CC=1C=C(C=2N(C(C=C(N2)C=2C=CC3=C(NC(S3)=O)C2)=O)C1)[C@@H](C)NC1=C(C(=O)O)C=CC=C1 (R)-2-((1-(7-methyl-4-oxo-2-(2-oxo-2,3-dihydrobenzo[d]thiazol-5-yl)-4H-pyrido[1,2-a]pyrimidin-9-yl)ethyl)amino)benzoic acid